2-(benzyloxy)-6-methoxypyridin C(C1=CC=CC=C1)OC1=NC(=CC=C1)OC